ClC1=CC=C(C=N1)C[N+]1=C2N(C(C(=C1)C1=CN(C3=CC(=CC=C13)F)C)=O)C=CC=C2 1-((6-chloropyridin-3-yl)methyl)-3-(6-fluoro-1-methyl-1H-indol-3-yl)-4-oxo-4H-pyrido[1,2-a]pyrimidinium